potassium (E)-2-((3,5-di-tert-butyl-2-hydroxybenzylidene)amino)-2-methylpropanoate C(C)(C)(C)C=1C(=C(\C=N\C(C(=O)[O-])(C)C)C=C(C1)C(C)(C)C)O.[K+]